2-isobutyl-1,3-propanediol C(C(C)C)C(CO)CO